The molecule is a diamino-1,3,5-triazine that is 1,3,5-triazine-2,4-diamine carrying a N-tert-butyl, N'-cyclopropyl and a methylsulfanyl group at position 6. It has a role as an antifouling biocide, a xenobiotic and an environmental contaminant. It is an aryl sulfide, a member of cyclopropanes and a diamino-1,3,5-triazine. It derives from a 1,3,5-triazine-2,4-diamine. It derives from a hydride of a 1,3,5-triazine. CC(C)(C)NC1=NC(=NC(=N1)NC2CC2)SC